(3-(3-chlorophenyl)-1-(2,2-difluoroethyl)-1H-indazol-5-yl)(1,3-oxazin-3-yl)methanone ClC=1C=C(C=CC1)C1=NN(C2=CC=C(C=C12)C(=O)N1COC=CC1)CC(F)F